C(C)(C)(C)OC(=O)NC1=CC=C(C=C1)CC(=O)O 2-(4-((tert-butoxycarbonyl)amino)phenyl)acetic acid